C1C(CCCCCCCCCCCCCCCCCCCCCCCC)O1 1,2-epoxyhexacosane